CN1N=C(C=C1)[C@@H](C1(CCCC1)C)NC(OC(C)(C)C)=O tert-butyl (R)-((1-methyl-1H-pyrazol-3-yl)(1-methylcyclopentyl)methyl)carbamate